6-(1-(8-azabicyclo[3.2.1]oct-3-yl)piperidin-4-yl)-5-fluoro-1-methyl-2-(4-(methylsulfonyl)phenyl)-1H-benzo[d]imidazole dihydrochloride Cl.Cl.C12CC(CC(CC1)N2)N2CCC(CC2)C=2C(=CC1=C(N(C(=N1)C1=CC=C(C=C1)S(=O)(=O)C)C)C2)F